(1S,2S)-N-(6-(7-(1-acetamidoethyl)-6-fluoro-5-methyl-1H-indazol-4-yl)imidazo[1,2-a]pyrazin-2-yl)-2-fluorocyclopropane-1-carboxamide C(C)(=O)NC(C)C=1C(=C(C(=C2C=NNC12)C=1N=CC=2N(C1)C=C(N2)NC(=O)[C@H]2[C@H](C2)F)C)F